C1(=CC=CC=C1)S(=O)(=O)N1C=C(C=2C1=NC=CC2)C=2NC(C(=C(N2)N2[C@@H](CN(CC2)C(=O)OC(C)(C)C)C)Cl)=O tert-butyl (3R)-4-[2-[1-(benzenesulfonyl)pyrrolo[2,3-b]pyridin-3-yl]-5-chloro-6-oxo-1H-pyrimidin-4-yl]-3-methyl-piperazine-1-carboxylate